tert-Butyl 7-(3-((((1-(tert-butoxycarbonyl)piperidin-4-yl)oxy)carbonyl)amino)-8-chloro-7-fluoroisoquinolin-6-yl)-8-methyl-2,3-dihydro-1H-pyrido[2,3-b][1,4]oxazine-1-carboxylate C(C)(C)(C)OC(=O)N1CCC(CC1)OC(=O)NC=1N=CC2=C(C(=C(C=C2C1)C1=C(C2=C(OCCN2C(=O)OC(C)(C)C)N=C1)C)F)Cl